tert-Butyl 2-[5-methoxy-2-oxo-4-(4,4,5,5-tetramethyl-1,3,2-dioxaborolan-2-yl)pyridin-1(2H)-yl]propanoate COC=1C(=CC(N(C1)C(C(=O)OC(C)(C)C)C)=O)B1OC(C(O1)(C)C)(C)C